1-(3-bromobenzyl)-3-(4-methoxybenzyl)dihydropyrimidine-2,4(1H,3H)-dione BrC=1C=C(CN2C(N(C(CC2)=O)CC2=CC=C(C=C2)OC)=O)C=CC1